6'-(((1S,3S)-3-((5-(difluoromethoxy)pyrimidin-2-yl)-amino)cyclopentyl)amino)-4,6-dimethyl-2H-[1,3'-bipyridyl]-2-one FC(OC=1C=NC(=NC1)N[C@@H]1C[C@H](CC1)NC1=CC=C(C=N1)N1C(C=C(C=C1C)C)=O)F